4'-phenyl-N-(4-bromophenyl)-5-(trifluoromethyl)-[1,1'-biphenyl]-3-amine C1(=CC=CC=C1)C1=CC=C(C=C1)C1=CC(=CC(=C1)C(F)(F)F)NC1=CC=C(C=C1)Br